NC1=NC=CC(=C1Cl)SC=1C=2N(C(=NC1)NCC(=O)N)C=CN2 ({8-[(2-amino-3-chloropyridin-4-yl)sulfanyl]imidazo[1,2-c]pyrimidin-5-yl}amino)acetamide